C(C(=C)C)(=O)O.C(CCCCCCCC=CC=CC=CCCCC)(=O)OCC ethyl eleostearate methacrylate